NC1=C(C=C(C=C1)C1=CC=C(C=C1)C=O)F 4'-AMINO-3'-FLUORO[1,1'-BIPHENYL]-4-CARBALDEHYDE